FC1=C(C(=CC(=C1)F)OC)C=1C2=C(C(=NC1C1=NN3C([C@@H](N(CC3)C(=O)OC(C)(C)C)CCCCOC)=C1)O)C=CS2 tert-butyl (4S)-2-[7-(2,4-difluoro-6-methoxy-phenyl)-4-hydroxy-thieno[3,2-c]pyridin-6-yl]-4-(4-methoxybutyl)-6,7-dihydro-4H-pyrazolo[1,5-a]pyrazine-5-carboxylate